1-(5-Fluoro-1H-indol-2-yl)-2-methylbutan-1-one FC=1C=C2C=C(NC2=CC1)C(C(CC)C)=O